O=C1NC(CCC1N1C(C2=CC=C(C=C2C1)CCC1CCN(CC1)C(=O)OC(C)(C)C)=O)=O tert-butyl 4-(2-(2-(2,6-dioxopiperidin-3-yl)-1-oxoisoindolin-5-yl)ethyl)piperidine-1-carboxylate